C12COCC(N1C=1C=3N(C=C(C1)C=1C(=CC(=C(C1)NC(=O)C=1C=NN(C1F)C(C)(C)C)F)C)C=CN3)C2 N-(5-(8-(3-oxa-6-azabicyclo[3.1.1]heptan-6-yl)imidazo[1,2-a]pyridin-6-yl)-2-fluoro-4-methylphenyl)-1-(tert-butyl)-5-fluoro-1H-pyrazole-4-carboxamide